C[C@H]1CN(C[C@@H](N1C)C)C(C(=O)N)C 2-((3S,5S)-3,4,5-trimethylpiperazin-1-yl)propionamide